C1(CCCC1)OC1=C(O[C@@H](C(=O)O)C)C=C(C=C1)CN1C(N(C2=CC=C(C=C2C1=O)OC(CF)CF)C1CCN(CC1)C=O)=O (2R)-2-[2-(cyclopentyloxy)-5-({6-[2-fluoro-1-(fluoromethyl)ethoxy]-1-(1-formylpiperidin-4-yl)-2,4-dioxo-1,4-dihydroquinazolin-3(2H)-yl}methyl)phenoxy]propanoic acid